BrCC=CC1=C(C=C(C(=C1)Cl)OCC)Cl 1-(3-bromoprop-1-en-1-yl)-2,5-dichloro-4-ethoxybenzene